pyrrolo[1,2-a]pyrazin-7-ylmethylamine C=1C=2N(C=CN1)C=C(C2)CN